tert-butyl (3r,5r)-3-((2-chloro-3-nitropyridin-4-yl) amino)-5-methoxypiperidine-1-carboxylate ClC1=NC=CC(=C1[N+](=O)[O-])N[C@H]1CN(C[C@@H](C1)OC)C(=O)OC(C)(C)C